NC1=CC=C(C=C1)C(=O)C1=C(C=C(C=C1)N)O (4-amino-2-hydroxyphenyl) (4-aminophenyl) ketone